benzyl 4-(4-(((tert-butoxycarbonyl)amino)methyl)phenoxy)piperidine-1-Carboxylate C(C)(C)(C)OC(=O)NCC1=CC=C(OC2CCN(CC2)C(=O)OCC2=CC=CC=C2)C=C1